2-bromopyridine-3-carboxylic acid BrC1=NC=CC=C1C(=O)O